3-((Methyl(1-methylazetidin-3-yl)carbamoyl)oxy)-2-((((9Z,12Z)-octadeca-9,12-dienoyl)oxy)methyl)propyl (9Z,12Z,15Z)-octadeca-9,12,15-trienoate C(CCCCCCC\C=C/C\C=C/C\C=C/CC)(=O)OCC(COC(N(C1CN(C1)C)C)=O)COC(CCCCCCC\C=C/C\C=C/CCCCC)=O